dimethyl-bis[(neodecanoyl)oxy]dimethyl-tin CC([Sn](C)(OC(CCCCCC(C)(C)C)=O)OC(CCCCCC(C)(C)C)=O)C